2-bromo-7-oxo-6,7-dihydro-5H-cyclopenta[b]pyridine-4-carboxylic acid methyl ester COC(=O)C1=C2C(=NC(=C1)Br)C(CC2)=O